Ethyl (R)-4-(4-((4'-chloro-[1,1'-biphenyl]-2-yl)(hydroxy)methyl)piperidin-1-yl)benzoate ClC1=CC=C(C=C1)C1=C(C=CC=C1)[C@@H](C1CCN(CC1)C1=CC=C(C(=O)OCC)C=C1)O